C(CCC)C=1N(C(C(=C(N1)O)CC1=CC=C(C(=O)NCC)C=C1)=O)C1=C(C=CC=C1OC)OC 4-{[2-butyl-1-(2,6-dimethoxyphenyl)-4-hydroxy-6-oxo-1,6-dihydropyrimidin-5-yl]methyl}-N-ethylbenzamide